CC(C)C=1C(=C2C=NNC2=CC1)C1=NC(=NC=2CCCCC12)N1CC2(CN(C2)C(C=C)=O)CC1 1-(6-(4-(5-(2-propanyl)-1H-indazol-4-yl)-5,6,7,8-tetrahydro-2-quinazolinyl)-2,6-diazaspiro[3.4]octan-2-yl)-2-propen-1-one